6-(1-ethoxyvinyl)-N'-hydroxy-pyridine-3-carboxamidine C(C)OC(=C)C1=CC=C(C=N1)C(=NO)N